N-(5-(4-chloro-2-(4-(1-methylpiperidin-4-yl)phenyl)-1H-pyrrolo[2,3-b]pyridin-3-yl)-2-methylphenyl)acrylamide ClC1=C2C(=NC=C1)NC(=C2C=2C=CC(=C(C2)NC(C=C)=O)C)C2=CC=C(C=C2)C2CCN(CC2)C